C(C)(C)C(C(=O)O)=C isopropanylacrylic acid